4-{[(3R)-3-{[(tert-butoxy)carbonyl]amino}piperidin-1-yl]methyl}pyridine-2-carboxylic acid C(C)(C)(C)OC(=O)N[C@H]1CN(CCC1)CC1=CC(=NC=C1)C(=O)O